C(C)OC(=O)C=1C(=C(NC1C)C(C(=O)O)=O)C 2-(4-(Ethoxycarbonyl)-3,5-dimethyl-1H-pyrrol-2-yl)-2-oxoacetic acid